COC(CC(=O)NC(C(=O)O)CCN(CCCCC1=NC=2NCCCC2C=C1)CC(C)OC)(C)C 2-[(3-methoxy-3-methyl-butanoyl)amino]-4-[[2-methoxypropyl]-[4-(5,6,7,8-tetrahydro-1,8-naphthyridin-2-yl)butyl]amino]butanoic acid